3-((tetrazole-5-yl)amino)-6-(3,5-dimethylpyrazole-1-yl)-[1,2,4,5]tetrazine N1N=NN=C1NC=1N=NC(=NN1)N1N=C(C=C1C)C